ClC1=CC(=C(CN2C(NC(C3=C2C=CN3)=O)=C=S)C=C1)[C@@H]1NCCC1 |o1:20| Rel-(R)-1-(4-chloro-2-(pyrrolidin-2-yl)benzyl)-2-thiocarbonyl-1,2,3,5-tetrahydro-4H-pyrrolo[3,2-d]pyrimidin-4-one